4-amino-4-methoxy-6-methyl-1,3,5-triazine NC1(NC=NC(=N1)C)OC